ClC=1C=C(C=C2C(=C(C=NC12)C#N)NC1=CC(=C(C=C1)F)Cl)N[C@@H](C1=C(N=CS1)C)C=1N=NN(C1)C(C)C (R)-8-chloro-4-((3-chloro-4-fluorophenyl)amino)-6-(((1-isopropyl-1H-1,2,3-triazol-4-yl)(4-methylthiazol-5-yl)methyl)amino)quinoline-3-carbonitrile